Br[Mg]CC=C bromo(prop-2-en-1-yl)magnesium